CN(CCCC=1C=CC=2N(C(C=C(N2)C2=NN3C(C(=NC(=C3)C)C)=C2)=O)C1)C 7-[3-(dimethylamino)propyl]-2-(4,6-dimethylpyrazolo[1,5-a]pyrazin-2-yl)-4H-pyrido[1,2-a]pyrimidin-4-one